3-(5-bromo-3-ethylsulfonyl-2-pyridinyl)-7-(trifluoromethyl)chromen-4-one BrC=1C=C(C(=NC1)C1=COC2=CC(=CC=C2C1=O)C(F)(F)F)S(=O)(=O)CC